C(N)(=N)C1=CC=C(CNC(=O)C=2N=CN(C2)CC2=CC=C(C=C2)C(C)(C)C#N)C=C1 N-(4-carbamimidoylbenzyl)-1-(4-(2-cyanopropan-2-yl)benzyl)-1H-imidazole-4-carboxamide